COCC=1NC(=CC(C1C(=O)O)=O)C 2-(methoxymethyl)-6-methyl-4-oxo-1,4-dihydropyridine-3-carboxylic acid